4-(2-((2R,3R)-2,3-dimethylazetidin-1-yl)-6,7-dihydro-5H-cyclopenta[d]pyrimidin-4-yl)benzamide C[C@H]1N(C[C@H]1C)C=1N=C(C2=C(N1)CCC2)C2=CC=C(C(=O)N)C=C2